(S)-4-((3-chloro-1-toluenesulfonyl-1H-pyrrolo[2,3-b]pyridin-6-yl)(methyl)carbamoyl)-2-oxoimidazolidine-1-carboxylic acid tert-butyl ester C(C)(C)(C)OC(=O)N1C(N[C@@H](C1)C(N(C)C1=CC=C2C(=N1)N(C=C2Cl)S(=O)(=O)CC2=CC=CC=C2)=O)=O